COC1=CC=C2C=CN3C(C2=C1)=C(C=CC3)N 10-methoxy-1-amino-pyrido[2,1-a]isoquinolin